3-(2-furyl)-1H-pyrazol-5-amine O1C(=CC=C1)C1=NNC(=C1)N